Nickel dimethylbipyridine CC1=C(C(=NC=C1)C1=NC=CC=C1)C.[Ni]